5-bromo-7-methyl-3,4-dihydro-2H-isoquinolin-1-one BrC1=C2CCNC(C2=CC(=C1)C)=O